3-(4-chlorophenyl)isoquinoline ClC1=CC=C(C=C1)C=1N=CC2=CC=CC=C2C1